O=C1OC2(C=3C=NC=CC31)CCC(CC2)C(=O)N[C@@H](CCCCCC(CC)=O)C=2N(C=CN2)C2=CC=CC=C2 (1S,4r)-1'-oxo-N-((S)-7-oxo-1-((S)-phenyl-1H-imidazol-2-yl)nonyl)-1'H-spiro[cyclohexane-1,3'-furo[3,4-c]pyridine]-4-carboxamide